(8-chloro-3-(methylthio)naphthalen-2-yl)boronic acid ClC=1C=CC=C2C=C(C(=CC12)B(O)O)SC